COCOC1=C(C#N)C=C(C=C1)C=1C(=NC=CC1)OC methoxymethoxy-5-(2-methoxy-3-pyridyl)benzonitrile